dichloropentamethyl-cyclopentadienyl-iridium Cl[Ir](C1(C(=C(C(=C1C)C)C)C)C)Cl